C1(CCC1)CN[C@H]1CN(CCC1)C1=CC=C(N=N1)C(C(F)(F)F)NC(=O)C=1N=C2N(C(C1)=O)C=CC=C2 N-[1-[6-[(3R)-3-(cyclobutylmethylamino)-1-piperidyl]pyridazin-3-yl]-2,2,2-trifluoro-ethyl]-4-oxo-pyrido[1,2-a]pyrimidine-2-carboxamide